FC=1C=C(C(=O)NC2CCC(CC2)OC)C=C(C1)CN1C(C2=CC=C(C=C2C=C1)C=1C(=NOC1)C)=O 3-Fluoro-N-((1R,4R)-4-methoxycyclohexyl)-5-((6-(3-methylisoxazol-4-yl)-1-oxoisoquinolin-2(1H)-yl)methyl)benzamide